C(#N)CNC(=O)[C@@H]1CN(CCC1)CC(=O)N1CCC(CC1)C=1C=C2C(=C(NC2=CC1)C1=CC(=C(C=C1)OC)OC)C(C)C (S)-N-(cyanomethyl)-1-(2-(4-(2-(3,4-dimethoxyphenyl)-3-isopropyl-1H-indol-5-yl)piperidin-1-yl)-2-oxoethyl)piperidine-3-carboxamide